FC=1C=C(CN2C(=NC3=NC=C(C=C32)N3C=CC2=NC=CC(=C23)OC)NC)C=C(C1)F 1-(3,5-difluorobenzyl)-6-(7-methoxy-1H-pyrrolo[3,2-b]pyridin-1-yl)-N-methyl-1H-imidazo[4,5-b]pyridin-2-amine